ethyl [1,2,4]triazolo[1,5-a]pyrazine-6-carboxylate N=1C=NN2C1C=NC(=C2)C(=O)OCC